4-amino-1-[(2R,3S,4S,5R)-4-(benzyloxy)-5-[(benzyloxy)methyl]-5-methyl-3-[2-(trimethylsilyl)ethynyl]oxolan-2-yl]pyrimidin-2-one NC1=NC(N(C=C1)[C@@H]1O[C@]([C@H]([C@@H]1C#C[Si](C)(C)C)OCC1=CC=CC=C1)(C)COCC1=CC=CC=C1)=O